C(CCCC)(=O)[O-].[Ce+3].C(CCCC)(=O)[O-].C(CCCC)(=O)[O-] cerium (III) pentanoate